FC1=C(COC=2C=C3C(=CN2)OC(=C3C(=O)O)C)C=CC=C1 5-((2-fluorobenzyl)oxy)-2-methylfuro[2,3-c]pyridine-3-carboxylic acid